4-(4-(((3-aminooxetan-3-yl)methyl)amino)-6-methyl-5,6,7,8-tetrahydropyrido[4,3-d]pyrimidin-2-yl)-2,3,4,5-tetrahydrobenzo[f][1,4]thiazepin-1,1-Dioxide NC1(COC1)CNC=1C2=C(N=C(N1)N1CCS(C3=C(C1)C=CC=C3)(=O)=O)CCN(C2)C